C(#N)C1=CC(=C(COC2=CC=CC(=N2)C2=CC=C(C=C2)C(C)C2=NC3=C(N2CCOC)C=C(C=C3)C(=O)O)C=C1)F 2-(1-(4-(6-((4-cyano-2-fluorobenzyl)oxy)pyridin-2-yl)phenyl)ethyl)-1-(2-methoxyethyl)-1H-benzo[d]imidazole-6-carboxylic acid